NCC1=CC(=C(C=C1)NC(=O)C1=CC2=C(OCCC3=C2SC=C3)C=C1C=1C(=NC(=CC1)C(NCCC)=O)C(=O)OC)OCC1CCC1 methyl 3-(9-((4-(aminomethyl)-2-(cyclobutylmethoxy)phenyl)carbamoyl)-4,5-dihydrobenzo[b]thieno[2,3-d]oxepin-8-yl)-6-(propylcarbamoyl)picolinate